4-(1-(azetidin-3-yl)-4-(trifluoromethyl)-1H-imidazol-2-yl)benzonitrile hydrochloride Cl.N1CC(C1)N1C(=NC(=C1)C(F)(F)F)C1=CC=C(C#N)C=C1